tert-butyl 4-(4-hydroxyquinazolin-6-yl)hexahydropyrrolo[3,2-b]pyrrole-1(2H)-carboxylate OC1=NC=NC2=CC=C(C=C12)N1CCC2N(CCC21)C(=O)OC(C)(C)C